C(C(=C)C)(=O)OCCNC(=O)OCCCCCC 2-[(hexyloxycarbonyl)amino]ethyl methacrylate